Ethyl (S)-6-chloro-4-((4-hydroxybutan-2-yl)amino)nicotinate ClC1=NC=C(C(=O)OCC)C(=C1)N[C@@H](C)CCO